(3R,4R)-1-(1-(2-chlorobenzyl)-5,6-difluoro-1H-benzimidazol-2-yl)-4-fluoro-3-piperidinamine ClC1=C(CN2C(=NC3=C2C=C(C(=C3)F)F)N3C[C@H]([C@@H](CC3)F)N)C=CC=C1